N-(3-(3-(pyridin-4-yl)-1H-indol-2-yl)-1H-pyrazol-5-yl)-4-((1-methylpiperidin-4-yl)amino)benzamide N1=CC=C(C=C1)C1=C(NC2=CC=CC=C12)C1=NNC(=C1)NC(C1=CC=C(C=C1)NC1CCN(CC1)C)=O